5-(2-(thiazol-4-yl)vinyl)benzene-1,3-diol S1C=NC(=C1)C=CC=1C=C(C=C(C1)O)O